CC(C(=O)OC(C)(CCN1C=NC2=C1C=C(C=C2)OC2=NC=C(C=C2)C(F)(F)F)C)(C)[Si](OCC)(OCC)C 2-methyl-4-(6-{[5-(trifluoromethyl)pyridin-2-yl]oxy}-1H-benzimidazol-1-yl)butan-2-ol methyl-α-methyldiethoxysilylpropionate